6-Chloro-2-methyl-8-(4-(trifluoromethyl)pyridin-3-yl)imidazo[1,2-b]pyridazine ClC=1C=C(C=2N(N1)C=C(N2)C)C=2C=NC=CC2C(F)(F)F